(1S,2S)-N-(6-(7-(cyclopropyl(hydroxy)methyl)-6-fluoro-5-methoxy-1H-indazol-4-yl)imidazo[1,2-a]pyrazin-2-yl)-2-fluorocyclopropane-1-carboxamide C1(CC1)C(C=1C(=C(C(=C2C=NNC12)C=1N=CC=2N(C1)C=C(N2)NC(=O)[C@H]2[C@H](C2)F)OC)F)O